C(C)(C)(C)OC(=O)NC1=C(C=CC(=C1)N1CCN(CC1)CC)NC1=NC=C(C(=N1)NC1=CC=C(C(=O)O)C=C1)C#N 4-((2-((2-((tert-butoxycarbonyl)amino)-4-(4-ethylpiperazin-1-yl)phenyl)amino)-5-cyanopyrimidin-4-yl)amino)benzoic acid